(S)-2-amino-6-borono-2-((1S,3R)-3-(4-(4-chlorophenoxy)benzylamino)cyclobutyl)hexanoic acid N[C@@](C(=O)O)(CCCCB(O)O)C1CC(C1)NCC1=CC=C(C=C1)OC1=CC=C(C=C1)Cl